C(C)(C)(C)[Si](OCC(C)O)(C)C 1-[tert-butyl-(dimethyl)silyl]oxypropan-2-ol